NC1=C2C(=NC=N1)N(N=C2C2=NOC(=C2C2=NC=CC=C2)C2CC2)C2CC(C2)C(=O)NCC (1r,3r)-3-{4-amino-3-[5-cyclopropyl-4-(pyridin-2-yl)-1,2-oxazol-3-yl]-1H-pyrazolo[3,4-d]pyrimidin-1-yl}-N-ethylcyclobutane-1-carboxamide